(2-chloro-7-{[N-(2-methanesulfonylphenyl)-1-(pyridin-3-yl)formamido]methyl}quinolin-3-yl)methyl acetate C(C)(=O)OCC=1C(=NC2=CC(=CC=C2C1)CN(C(=O)C=1C=NC=CC1)C1=C(C=CC=C1)S(=O)(=O)C)Cl